bisheptanophenol C1(=C2C(=C3C(=C1)CCCCCCC3)CCCCCCC2)O